OB1OCC2=C1C=CC(=C2)\C=N\N(C2=NS(C1=C2C=CC(=C1)OC)(=O)=O)CC(C)C N-[(E)-(1-hydroxy-3H-2,1-benzoxaborol-5-yl)methyleneamino]-N-isobutyl-6-methoxy-1,1-dioxo-1,2-benzothiazol-3-amine